ClN1C(=CC=2C1=NC=CC2)C(=O)N(C)C chloro-N,N-dimethyl-1H-pyrrolo[2,3-b]pyridine-2-carboxamide